8-(4-trifluoromethylbenzyl)-2-(4-(trifluoromethyl)benzyl)hexahydro-2H-pyrazino[1,2-a]pyrazin-1(6H)-one FC(C1=CC=C(CN2CC3N(CCN(C3=O)CC3=CC=C(C=C3)C(F)(F)F)CC2)C=C1)(F)F